C(C1=CC=CC=C1)OC1=C(C(=CC(=C1)O)O)C(=O)N1CC2=CC=CC(=C2C1)OC1COCC1 (2-(benzyloxy)-4,6-dihydroxyphenyl)(4-((tetrahydrofuran-3-yl)oxy)isoindolin-2-yl)methanone